(3-(4-chlorophenyl)propyl)-2,3,4,9-tetrahydro-1H-carbazol-1-amine ClC1=CC=C(C=C1)CCCC1(CCCC=2C3=CC=CC=C3NC12)N